O1C(=CC=C1)C=1C(=CC(=NC1)NCC1=CC=C(C=C1)OC)NC1=CC(=CC=C1)S(=O)(=O)C 5-(furan-2-yl)-N4-(3-methanesulfonylphenyl)-N2-[(4-methoxyphenyl)methyl]Pyridine-2,4-diamine